1,8-dinitro-3,6-naphthalenedisulfonic acid [N+](=O)([O-])C1=CC(=CC2=CC(=CC(=C12)[N+](=O)[O-])S(=O)(=O)O)S(=O)(=O)O